4-(Benzo[c]isoxazole-6-yl)-5-chloro-2-fluoroaniline N=1OC=C2C1C=C(C=C2)C2=CC(=C(N)C=C2Cl)F